2-(8-bromo-2,3-dihydro-1H-benzo[b]azepin-4-yl)-5-methyloxazole BrC=1C=CC2=C(NCCC(=C2)C=2OC(=CN2)C)C1